7-amino-N-[(3S)-6-(1-bicyclo[1.1.1]pentanyl)-2,3-dihydrobenzofuran-3-yl]-N-methyl-2,4,8,11-tetrazatricyclo[7.4.0.02,6]trideca-1(9),3,5,7,10,12-hexaene-12-carboxamide NC=1C2=CN=CN2C=2C=C(N=CC2N1)C(=O)N(C)[C@@H]1COC2=C1C=CC(=C2)C21CC(C2)C1